2-(2-chloro-4-fluoro-benzylidene)hydrazine-carboximidamide ClC1=C(C=NNC(N)=N)C=CC(=C1)F